3-[4-[3-(4-Ethoxy-3-hydroxyphenyl)prop-2-enoyl]-3-hydroxyphenoxy]propane-1-sulfonic acid C(C)OC1=C(C=C(C=C1)C=CC(=O)C1=C(C=C(OCCCS(=O)(=O)O)C=C1)O)O